N-Methyl-5-[[(3S)-1-[2-oxo-2-[(2S,4S)-2-cyano-4-fluoro-pyrrolidin-1-yl]ethyl]pyrrolidin-3-yl]amino]chinolin-8-carboxamid CNC(=O)C=1C=CC(=C2C=CC=NC12)N[C@@H]1CN(CC1)CC(N1[C@@H](C[C@@H](C1)F)C#N)=O